Cl.CO[C@H]1[C@@H](CC1)N (1R,2R)-2-methoxycyclobutan-1-amine hydrochloride